N-(3-((3-(trifluoromethyl)benzyl)oxy)cyclobutyl)acrylamide FC(C=1C=C(COC2CC(C2)NC(C=C)=O)C=CC1)(F)F